C1(CC1)C1=CC(=NN1)NC1=NC(=NC2=CC=C(C=C12)C#CC1(CCCCC1)O)C(=O)N1CCN(C2(CC2)C1)C(=O)OC(C)(C)C tert-butyl 7-(4-((5-cyclopropyl-1H-pyrazol-3-yl) amino)-6-((1-hydroxycyclohexyl) ethynyl) quinazoline-2-carbonyl)-4,7-diazaspiro[2.5]octane-4-carboxylate